(3,5-dichloro-phenyl)-1,2,3,6-tetrahydro-pyridine hydrochloride Cl.ClC=1C=C(C=C(C1)Cl)N1CCC=CC1